5-{4-methoxy-2-methyl-5h,6h,7h-pyrrolo[3,4-d]pyrimidine-6-carbonyl}-6-methyl-N-(1-methylcyclopropyl)furo[2,3-d]pyrimidin-4-amine COC=1C2=C(N=C(N1)C)CN(C2)C(=O)C2=C(OC=1N=CN=C(C12)NC1(CC1)C)C